deoxyuridine chloride [Cl-].[C@@H]1(C[C@H](O)[C@@H](CO)O1)N1C(=O)NC(=O)C=C1